8-bromo-N-{8-fluoro-2-methylimidazo[1,2-a]pyridin-6-yl}-3-methylquinoxaline-5-carboxamide BrC1=CC=C(C=2N=C(C=NC12)C)C(=O)NC=1C=C(C=2N(C1)C=C(N2)C)F